butyl 3-(2-((2-(2,6-dioxopiperidin-3-yl)-1,3-dioxoisoindolin-4-yl)amino)ethoxy)propanoate O=C1NC(CCC1N1C(C2=CC=CC(=C2C1=O)NCCOCCC(=O)OCCCC)=O)=O